C(N)(O)=O trans-carbamic acid